4-(3-((3-(2-fluorophenyl)-5-methyl-5,6-dihydropyrrolo[3,4-c]pyrazole-2(4H)-yl)methyl)phenyl)morpholine FC1=C(C=CC=C1)C1=C2C(=NN1CC=1C=C(C=CC1)N1CCOCC1)CN(C2)C